tert-butyl (3R,4R)-3-[(2,5-dichloro-7H-pyrrolo[2,3-d]pyrimidin-4-yl)oxymethyl]-4-methoxy-pyrrolidine-1-carboxylate ClC=1N=C(C2=C(N1)NC=C2Cl)OC[C@H]2CN(C[C@@H]2OC)C(=O)OC(C)(C)C